NC1=NC(N(C=N1)[C@@H]1CC([C@H]2OC(O[C@H]21)(C)C)CO)=O 4-Amino-1-((3aS,4R,6aR)-6-(hydroxymethyl)-2,2-dimethyltetrahydro-4H-cyclopenta-[d][1,3]dioxolan-4-yl)-1,3,5-triazin-2(1H)-one